2-((1-aminocyclohexyl)methoxy)-4-(5-methoxyimidazo[1,2-a]pyridin-3-yl)-6-(methylthio)benzonitrile NC1(CCCCC1)COC1=C(C#N)C(=CC(=C1)C1=CN=C2N1C(=CC=C2)OC)SC